[Al].[Na] Sodium-aluminum